6-(2-chloro-4-(((5-(chloromethyl)thiazol-2-yl)methyl)amino)-7-toluenesulfonyl-7H-pyrrolo[2,3-d]pyrimidine-5-yl)quinolin-3-ol ClC=1N=C(C2=C(N1)N(C=C2C=2C=C1C=C(C=NC1=CC2)O)S(=O)(=O)CC2=CC=CC=C2)NCC=2SC(=CN2)CCl